CC1=C(C=NC(=C1)C(F)(F)F)S(=O)(=O)N1CCC2(CC(C2)N2CC3(COC3)C2)CC1 6-(7-((4-Methyl-6-(trifluoromethyl)pyridin-3-yl)sulfonyl)-7-azaspiro[3.5]nonan-2-yl)-2-oxa-6-azaspiro[3.3]heptane